salicylamide compound with triphosgene ClC(Cl)(OC(OC(Cl)(Cl)Cl)=O)Cl.C(C=1C(O)=CC=CC1)(=O)N